C(#N)C(NC(=O)[C@@H]1[C@H]2C([C@H]2CN1C([C@H](C(C)(C)C)NC(C(F)(F)F)=O)=O)(C)C)C1=CN=CC2=CC=CC=C12 (1R,2S,5S)-N-(cyano(isoquinolin-4-yl)methyl)-3-((S)-3,3-dimethyl-2-(2,2,2-trifluoroacetamido)butanoyl)-6,6-dimethyl-3-azabicyclo[3.1.0]hexane-2-carboxamide